CC1=C(N=C(O1)C1=CC=CC=C1)CN1CCC(CC1)C=1C=C2CN(C(C2=CC1)=O)C1C(NC(CC1)=O)=O 3-(5-(1-((5-methyl-2-phenyloxazol-4-yl)methyl)piperidin-4-yl)-1-oxoisoindolin-2-yl)piperidine-2,6-dione